BrC=1C=C(C=C(C1)Cl)NC(=O)NC1=C(C=CC(=C1)Cl)C(=O)NN 1-(3-bromo-5-chlorophenyl)-3-(5-chloro-2-hydrazinocarbonylphenyl)-urea